ClC=1C=NN(C(C1Cl)=O)CS(=O)(=O)NC=1C=CC(=C(C1)S(=O)(=O)N(C)C)C 5-((4,5-dichloro-6-oxopyridazin-1(6H)-yl)methylsulfonamido)-N,N,2-trimethylbenzenesulfonamide